(4R)-4-methyl-7-nitro-1,2,3,4-tetrahydroisoquinoline C[C@H]1CNCC2=CC(=CC=C12)[N+](=O)[O-]